[N+](=O)([O-])C=1C=C(C=CC1)C1=NNC2=CC=CC=C12 3-(3-nitrophenyl)-1H-indazole